FC1=C(C=CC2=C1NC=N2)C(=O)N2CC=1C(CCC2)=NNC1 (7-Fluoro-1H-benzimidazol-6-yl)(2,6,7,8-tetrahydropyrazolo[4,3-c]azepin-5(4H)-yl)methanone